6-(4-bromobenzyl)-3-(3-cyanobenzyl)-2,3,4,6-tetrahydropyrido[3,4-c][1,8]naphthyridin-5(1H)-one BrC1=CC=C(CN2C(C3=C(C=4C=CC=NC24)CCN(C3)CC3=CC(=CC=C3)C#N)=O)C=C1